CC(=C(I)NC(=O)OC(C)(C)C)C methyl-N-(t-butoxycarbonyl)amino-iodopropanen